ClC=1C(=CC=C2N=CC(=NC12)C=1C=NN(C1)C1CC(C1)(O)C)OC=1C=CC2=C(NC(=N2)C)C1 3-(4-(8-Chloro-7-((2-methyl-1H-benzo[d]imidazol-6-yl)oxy)quinoxalin-2-yl)-1H-pyrazol-1-yl)-1-methylcyclobutanol